Tert-Butyl (1R,3r,5S)-3-((2-phenylpropanoyl)oxy)-8-azabicyclo[3.2.1]octane-8-carboxylate C1(=CC=CC=C1)C(C(=O)OC1C[C@H]2CC[C@@H](C1)N2C(=O)OC(C)(C)C)C